NC=1N=C2N(N=C(C=C2)C2=C(C=C(C=C2)NC(=O)C=2C(N(C=CC2OCC)C2=CC=C(C=C2)F)=O)F)C1 N-(4-(2-aminoimidazo[1,2-b]pyridazin-6-yl)-3-fluorophenyl)-4-ethoxy-1-(4-fluorophenyl)-2-Oxo-1,2-Dihydropyridine-3-Carboxamide